N1CC=CCC1 2,5-dihydro-1H-pyridine